O=C1N(CCC(N1COCC[Si](C)(C)C)=O)C1=C2C=CN(C2=CC=C1)[C@H]1CN(CC1)C(=O)OC(C)(C)C tert-Butyl (R)-3-(4-(2,4-dioxo-3-((2-(trimethylsilyl)ethoxy)methyl)tetrahydropyrimidin-1(2H)-yl)-1H-indol-1-yl)pyrrolidine-1-carboxylate